4,4,4-trifluoro-1-hydroxybutan FC(CCCO)(F)F